CC1=CC(=NN1)NC1=NC(=NC(=C1)N1CC(NCC1)=C=O)NC1CC2CCC(C1)N2CCC#N 3-((3-exo)-3-((4-((5-methyl-1H-pyrazol-3-yl)amino)-6-(3-carbonylpiperazin-1-yl)pyrimidin-2-yl)amino)-8-azabicyclo[3.2.1]oct-8-yl)propionitrile